N-(3-cyano-4-methyl-1H-indol-7-yl)-1-(2-hydroxyethyl)pyrazole-4-sulfonamide C(#N)C1=CNC2=C(C=CC(=C12)C)NS(=O)(=O)C=1C=NN(C1)CCO